FC1=C(CN2C(C(=CC(=C2)C(=O)N[C@@H]2[C@H](C2)CO)C(=O)NC)=O)C=CC=C1 1-(2-fluorobenzyl)-N5-((1S,2S)-2-(hydroxymethyl)cyclopropyl)-N3-methyl-2-oxo-1,2-dihydropyridine-3,5-dicarboxamide